C(C)N(CCOC1=C(C=NN1C)C1=CC(=CN(C1=O)C)C(=O)OC)CC(C)(NC1=C(C=CC=C1)[N+](=O)[O-])C methyl 5-(5-{2-[ethyl ({2-methyl-2-[(2-nitrophenyl) amino] propyl}) amino] ethoxy}-1-methylpyrazol-4-yl)-1-methyl-6-oxopyridine-3-carboxylate